O1CCCC1 (E)-tetrahydrofuran